1-(5-bromo-2-(methyl-d3)-2H-1,2,3-triazol-4-yl)ethan-1-one BrC=1C(=NN(N1)C([2H])([2H])[2H])C(C)=O